OC1=CC=C2N=C3C=CC=CC3=NC2=C1 8-hydroxyphenazine